O1C(OCC1)OCCO 2-[(1,3-dioxolan-2-oxy)]ethanol